2-((3-(8-cyanoindolizin-5-yl)pyridin-4-yl)thio)-3-fluoro-2-methylpropanoic acid C(#N)C1=CC=C(N2C=CC=C12)C=1C=NC=CC1SC(C(=O)O)(CF)C